(R)-N-(1-(1-(2-(dimethylamino)ethyl)piperidin-4-yl)-1H-pyrazol-4-yl)-6-(3-phenylisoxazolidin-2-yl)pyrimidin-4-amine CN(CCN1CCC(CC1)N1N=CC(=C1)NC1=NC=NC(=C1)N1OCC[C@@H]1C1=CC=CC=C1)C